ClC=1C=C(C=CC1)C(CO)NC(=O)C=1N=CN(C1)C1=NC(=NC=C1C)NC1=CC=C(C=C1)F N-(1-(3-chlorophenyl)-2-hydroxyethyl)-1-(2-((4-fluorophenyl)amino)-5-methylpyrimidin-4-yl)-1H-imidazole-4-amide